FC1=CC=C(C=C1)NC1=NC=CC(=N1)N1C=C(C(=C1)C)C(=O)NC(CO)C1=CC(=CC=C1)Cl 1-(2-((4-fluorophenyl)amino)pyrimidin-4-yl)-N-(1-(3-chlorophenyl)-2-hydroxyethyl)-4-methyl-1H-pyrrole-3-carboxamide